N-(1-(1H-indol-3-yl)hexane-2-yl)-6-(4-methylpiperazine-1-yl)benzo[d]thiazole-2-carboxamide N1C=C(C2=CC=CC=C12)CC(CCCC)NC(=O)C=1SC2=C(N1)C=CC(=C2)N2CCN(CC2)C